(E)-3-(4-(((1-(3-Cyano-4-(4-cyano-3-fluorophenyl)-5-(3-hydroxy-4-methoxyphenyl)pyridin-2-yl)piperidin-4-yl)amino)methyl)-3-methoxyphenyl)-N-hydroxyacryl-amide formate C(=O)O.C(#N)C=1C(=NC=C(C1C1=CC(=C(C=C1)C#N)F)C1=CC(=C(C=C1)OC)O)N1CCC(CC1)NCC1=C(C=C(C=C1)/C=C/C(=O)NO)OC